1-[2-(2-chlorophenyl)-3-(4-chlorophenyl)-5-[(2S)-2-(hydroxymethyl)pyrrolidin-1-yl]pyrazolo[1,5-a]pyrimidin-7-yl]-4-(ethylamino)piperidine-4-carboxamide ClC1=C(C=CC=C1)C1=NN2C(N=C(C=C2N2CCC(CC2)(C(=O)N)NCC)N2[C@@H](CCC2)CO)=C1C1=CC=C(C=C1)Cl